[Si](C)(C)(C(C)(C)C)OC[C@H](C1=CC=C(C=C1)Cl)NC(OCC1=CC=CC=C1)=O benzyl (S)-(2-((tert-butyldimethylsilyl)oxy)-1-(4-chlorophenyl)ethyl)carbamate